tri-n-butylamine pyrophosphate salt OP(O)(=O)OP(=O)(O)O.C(CCC)N(CCCC)CCCC